FC1=CC2=C(C3=C(O2)C=CC=C3)C=C1 7-fluorodibenzo[b,d]furan